CN1C(SCC1)=N 3-methyl-1,3-thiazolidine-2-imine